N-((4R,5S)-7-ethyl-6-oxo-1-phenyl-4-(3-(vinylsulfonamidomethyl)phenyl)-4,5,6,7-tetrahydro-1H-pyrazolo[3,4-b]pyridin-5-yl)-4-(trifluoromethyl)pyrimidine-2-carboxamide C(C)N1C2=C([C@H]([C@@H](C1=O)NC(=O)C1=NC=CC(=N1)C(F)(F)F)C1=CC(=CC=C1)CNS(=O)(=O)C=C)C=NN2C2=CC=CC=C2